C(#N)[C@H]1N(C[C@H](C1)F)C(CC(=O)NC1=CC=CC=C1)=O 3-((2s,4s)-2-cyano-4-fluoropyrrolidin-1-yl)-3-oxo-N-phenylpropionamide